(difluoro(2-(((S)-1-((S)-2-((3-methoxy-3-oxopropyl)(phenyl)carbamoyl)pyrrolidin-1-yl)-3,3-dimethyl-1-oxobutan-2-yl)carbamoyl)benzo[b]thiophen-5-yl)methyl)phosphonic acid FC(C1=CC2=C(SC(=C2)C(N[C@H](C(=O)N2[C@@H](CCC2)C(N(C2=CC=CC=C2)CCC(=O)OC)=O)C(C)(C)C)=O)C=C1)(F)P(O)(O)=O